C12ON(C(C=C1)CC2)C(=O)C2=C(C=CC=C2)O (2-oxa-3-aza-bicyclo[2.2.2]oct-5-en-3-yl)(2-hydroxyphenyl)methanone